FC(C=1C=C(C=CC1)O)F 3-(difluoromethyl)phenol